FC=1C(=C(C=C(C1)CC(C)C)N1CCC(CC1)CC1=NC=CC=C1)C=1N=NNN1 2-[[1-[3-fluoro-5-isobutyl-2-(2H-tetrazol-5-yl)phenyl]-4-piperidyl]methyl]pyridine